ClC=1C(=C(NC=2C3=C(N=CN2)C=NC(=C3)N3CCN(C2(CC2)C3)C(=O)OC(C)(C)C)C=CC1OCC(F)F)F tert-butyl 7-[4-[3-chloro-4-(2,2-difluoroethoxy)-2-fluoro-anilino]pyrido[3,4-d]pyrimidin-6-yl]-4,7-diazaspiro[2.5]octane-4-carboxylate